C1(OCC2=CC=CC=C12)=O 3H-isobenzofurane-1-one